ethyl 1-methyl-5-(2-((7-(5-methyl-1,2,4-oxadiazol-3-yl) isoquinolin-1-yl) amino) ethyl)-4,5,6,7-tetrahydro-1H-pyrrolo[3,2-c]pyridine-2-carboxylate CN1C(=CC=2CN(CCC21)CCNC2=NC=CC1=CC=C(C=C21)C2=NOC(=N2)C)C(=O)OCC